4-(5-[3-(dimethylamino)phenyl]thiophen-2-ylmethyl)-2,4-dihydro-3H-1,2,4-triazol-3-one hydrochloride Cl.CN(C=1C=C(C=CC1)C1=CC=C(S1)CN1C(NN=C1)=O)C